3-((4-(2-(2,6-Dioxopiperidin-3-yl)-1-oxoisoindolin-5-yl)piperidin-1-yl)methyl)-N-phenylbenzamide O=C1NC(CCC1N1C(C2=CC=C(C=C2C1)C1CCN(CC1)CC=1C=C(C(=O)NC2=CC=CC=C2)C=CC1)=O)=O